CC1=C(C=CC(=C1)C)C1=NC(=NC(=N1)C1=C(C=C(C=C1)C)C)C=1C=C(CNC2=CC=C(C=C3C(NC(NC3=O)=O)=O)C=C2)C=C(C1O)C(C)(C)C 5-(4-((3-(4,6-bis(2,4-dimethylphenyl)-1,3,5-triazin-2-yl)-5-(tert-butyl)-4-Hydroxybenzyl)amino)benzylidene)pyrimidine-2,4,6(1H,3H,5H)-trione